CC(C(=O)OC1(C2CC3CC(CC1C3)C2)C(C)C)=C 2-isopropyl-2-adamantanol (methyl)acrylate